4-((1S,5R)-1-(5-(4-fluoro-1-methylpiperidin-4-yl)-1,3,4-oxadiazol-2-yl)-5-(trifluoromethyl)-3-azabicyclo[3.1.0]hexane-3-yl)pyrazolo[1,5-a]pyridine-7-carbonitrile FC1(CCN(CC1)C)C1=NN=C(O1)[C@@]12CN(C[C@]2(C1)C(F)(F)F)C=1C=2N(C(=CC1)C#N)N=CC2